cyclohexyloxy-N,N-dimethylpropionamide C1(CCCCC1)OC(C(=O)N(C)C)C